4-(2-amino-6-oxo-1H-purin-9(6H)-yl)-2-(((tert-butyldimethylsilyl)oxy)methyl)-3-methylenecyclopentyl 3-methylbutanoate CC(CC(=O)OC1C(C(C(C1)N1C=2N=C(NC(C2N=C1)=O)N)=C)CO[Si](C)(C)C(C)(C)C)C